C(C)(C)(C)OC(=O)N1C(CC2(CC1)COC1=C3CNC(C3=C(C=C12)C#N)=O)C(C(=O)N)CCC(=O)OC(C)(C)C (1-amino-5-(tert-butoxy)-1,5-dioxopentan-2-yl)-5-cyano-6-oxo-7,8-dihydro-2H,6H-spiro[furo[2,3-e]isoindole-3,4'-piperidine]-1'-carboxylic acid (S)-tert-butyl ester